C(C)(C)(C)OC(CN1N=C(C2=CC(=CC=C12)C(=O)OC)C(N)=O)=O Methyl 1-(2-(tert-butoxy)-2-oxoethyl)-3-carbamoyl-1H-indazole-5-carboxylate